1-(1-benzyl-6-(3,5-dimethylisoxazol-4-yl)-1H-pyrrolo[3,2-b]pyridin-3-yl)-N,N-dimethylmethanamine C(C1=CC=CC=C1)N1C=C(C2=NC=C(C=C21)C=2C(=NOC2C)C)CN(C)C